5-(4-((3-ethyl-2,4-dioxo-1,2,3,4-tetrahydroquinazolin-7-yl)methyl)piperazin-1-yl)-N-methylpicolinamide C(C)N1C(NC2=CC(=CC=C2C1=O)CN1CCN(CC1)C=1C=CC(=NC1)C(=O)NC)=O